tert-butyl 6-prop-2-enoyl-3,4,4a,5,7,7a-hexahydro-2H-pyrrolo[3,4-b]pyridine-1-carboxylate C(C=C)(=O)N1CC2N(CCCC2C1)C(=O)OC(C)(C)C